FC(C(C(F)(F)F)(F)F)(F)C1=C(C(=O)N)C=C(C=C1)NC(C1=C(C=CC(=C1)[N+](=O)[O-])SC1=NN=NN1CC1(CCC1)O)=O 2-(1,1,2,2,3,3,3-heptafluoropropyl)-5-[[2-[1-[(1-hydroxycyclobutyl)methyl]tetrazol-5-yl]sulfanyl-5-nitro-benzoyl]amino]benzamide